N[C@H]1CS(C2=C(N(C1)CC=1C=NC(=CC1)C1=CC=C(C=C1)C(F)(F)F)C=C(C=C2)C=2OC(=NN2)C21CNCC(C2)C1)(=O)=O (3R)-3-amino-7-[5-(3-azabicyclo[3.1.1]heptan-1-yl)-1,3,4-oxadiazol-2-yl]-1,1-dioxo-5-[[6-[4-(trifluoromethyl)phenyl]-3-pyridinyl]methyl]-2,3-dihydro-1λ6,5-benzothiazepine